NC1=C(C=2C(=NC=C(N2)C(=O)OC)N1C1=C(C(=CC=C1C)O)C)C(N)=O methyl 6-amino-7-carbamoyl-5-(3-hydroxy-2,6-dimethyl-phenyl)pyrrolo[2,3-b]pyrazine-2-carboxylate